FC1=C(C=CC(=C1)F)N1N=C(N=N1)C(=O)N1[C@H](C2=CC=CC=C2[C@H](C1)C=1C=NN(C1C)C)C |r| [2-(2,4-Difluorophenyl)tetrazol-5-yl]-[rac-(1s,4s)-4-(1,5-dimethylpyrazol-4-yl)-1-methyl-3,4-dihydro-1H-isoquinolin-2-yl]methanone